(1S,2R,4S)-4-(2-amino-6-oxo-1H-purin-9(6H)-yl)-2-(((5-(2-isopropoxy-2-oxoethyl)-2-oxo-1,3,2-dioxaphosphorinan-2-yl) oxy) methyl)-3-methylenecyclopentyl isobutyrate C(C(C)C)(=O)O[C@@H]1[C@H](C([C@H](C1)N1C=2N=C(NC(C2N=C1)=O)N)=C)COP1(OCC(CO1)CC(=O)OC(C)C)=O